C(C)N1N=CC(=C1O[C@H](CN(C(OC(C)(C)C)=O)C)C)C=1C=C2C(=NN(C2=CC1)C1OCCCC1)C#C[Si](C(C)C)(C(C)C)C(C)C tert-butyl N-[(2S)-2-[2-ethyl-4-[1-tetrahydropyran-2-yl-3-(2-triisopropylsilylethynyl) indazol-5-yl] pyrazol-3-yl] oxypropyl]-N-methyl-carbamate